N1=NC=CC=C2C1=C1C(C=C2)=NC=C1 pyrrolobenzodiazepine